ClC1=CC=C(C=C1)[C@H](CCNC(=O)C1=CC(=CS1)C1=CC=C2C(=NNC2=C1)C(=O)NC)O (S)-6-(5-((3-(4-chlorophenyl)-3-hydroxypropyl)carbamoyl)thiophen-3-yl)-N-methyl-1H-indazole-3-carboxamide